C(C=C)N1N(C2=NC(=CC=C2C1=O)NC1=NC=C(C(=C1)N[C@H](CO)C1=CC=C(C=C1)F)C1=NC(=NO1)C12CCN(CC1)CC2)C(C)C (S)-2-allyl-6-((4-((1-(4-fluorophenyl)-2-hydroxyethyl)amino)-5-(3-(quinuclidin-4-yl)-1,2,4-oxadiazol-5-yl)pyridin-2-yl)amino)-1-isopropyl-1,2-dihydro-3H-pyrazolo[3,4-b]pyridin-3-one